OCC1N(C(OC1)(C)C)C(=O)OC(C)(C)C tert-butyl 4-(hydroxymethyl)-2,2-dimethyloxazolidine-3-carboxylate